CNC(C[C@H](CC1=CC=CC=C1)NC(OC(C)(C)C)=O)=O tert-butyl (S)-(4-(methylamino)-4-oxo-1-phenylbutan-2-yl)carbamate